ClC1=NC=C2C(=N1)N(N=C2)CC2(CC2)C 6-chloro-1-((1-methylcyclopropyl)methyl)-1H-pyrazolo[3,4-d]pyrimidine